1,3-dimethyl-7-morpholinopyrido[2,3-d]pyrimidine-2,4,5(1H,3H,8H)-trione CN1C(N(C(C2=C1NC(=CC2=O)N2CCOCC2)=O)C)=O